FC(C1=CC=C2C=C(NC2=C1)C1CN(C1)C(=O)OC(C)(C)C)(F)F tert-butyl 3-[6-(trifluoromethyl)-1H-indol-2-yl]azetidine-1-carboxylate